sodium laurylsulfosuccinate cetyl-sulfosuccinate sodium salt [Na+].C(CCCCCCCCCCCCCCC)C(C(=O)[O-])(CC(=O)[O-])S(=O)(=O)O.C(CCCCCCCCCCC)C(C(=O)O)(CC(=O)O)S(=O)(=O)O.[Na+]